(R)-N-((S)-1-cyano-2-((S)-2-oxopiperidin-3-yl)ethyl)-2-((2,5-difluorophenyl)-L-alanyl)-2-azabicyclo[2.2.2]octane-3-carboxamide C(#N)[C@H](C[C@H]1C(NCCC1)=O)NC(=O)[C@@H]1N(C2CCC1CC2)C([C@@H](NC2=C(C=CC(=C2)F)F)C)=O